(2R,3R,5R)-5-(4-((4-(3-Chlorophenyl)-2-oxido-1,3,2-dioxaphosphinan-2-yl)amino)-2-oxopyrimidin-1(2H)-yl)-4,4-difluoro-2-((propionyloxy)methyl)tetrahydrofuran-3-yl propionat C(CC)(=O)O[C@@H]1[C@H](O[C@H](C1(F)F)N1C(N=C(C=C1)NP1(OCCC(O1)C1=CC(=CC=C1)Cl)=O)=O)COC(CC)=O